tert-butyl N-[(1R,2R)-1-[3-(3-fluorophenyl)-1,2,4-oxadiazol-5-yl]-2-methoxy-propyl]carbamate FC=1C=C(C=CC1)C1=NOC(=N1)[C@@H]([C@@H](C)OC)NC(OC(C)(C)C)=O